6-tert-Butyl-5-(3,4-difluorophenyl)thieno[2,3-d]pyrimidin-4-ol C(C)(C)(C)C1=C(C2=C(N=CN=C2O)S1)C1=CC(=C(C=C1)F)F